8-chloro-1-(2,6-dichlorophenyl)-2-(difluoromethyl)-5-(2,3-dihydroxypropoxy)-1,6-naphthyridin-4(1H)-one ClC=1C=NC(=C2C(C=C(N(C12)C1=C(C=CC=C1Cl)Cl)C(F)F)=O)OCC(CO)O